3,5-difluoro-4-hydroxy-N-({(1r,4r)-4-[5-(1-methyl-1H-pyrazol-3-yl)-1-oxo-1,3-dihydro-2H-isoindol-2-yl]cyclohexyl}methyl)benzamide FC=1C=C(C(=O)NCC2CCC(CC2)N2C(C3=CC=C(C=C3C2)C2=NN(C=C2)C)=O)C=C(C1O)F